CC1=C[C@@H]2[C@@H](CC1)C(=C)CC[C@H]2C(C)C (+)-gamma-cadinene